α-thionaphthol C1=CC=C2C(=C1)C=CC=C2S